CSC1=NC=C(C=N1)CN1N=CC(=C1)C(=O)OCC Ethyl 1-((2-(methylthio)pyrimidin-5-yl)methyl)-1H-pyrazole-4-carboxylate